4-(ethylsulfanyl)-2-methyl-N-(3-(methylcarbamoyl)phenyl)-6-(6-azaspiro[2.5]oct-6-yl)benzamide C(C)SC1=CC(=C(C(=O)NC2=CC(=CC=C2)C(NC)=O)C(=C1)N1CCC2(CC2)CC1)C